3-((4-aminopiperidin-1-yl)methyl)phenolate NC1CCN(CC1)CC=1C=C(C=CC1)[O-]